FC=1C(=C(C=C(C1)CC(C)C)N1CCN(CC1)C(C)C1=NC=CC=C1)C=1N=NNN1 1-[3-fluoro-5-isobutyl-2-(2H-tetrazol-5-yl)phenyl]-4-[1-(2-pyridyl)ethyl]piperazine